1-[4-(cyanomethyl)-1-[(2-fluorophenyl)methyl]-4-piperidyl]-3-(cyclopropanecarbonylamino)pyrazole-4-carboxamide C(#N)CC1(CCN(CC1)CC1=C(C=CC=C1)F)N1N=C(C(=C1)C(=O)N)NC(=O)C1CC1